C(C)C1=NN=C(S1)NC(=O)C1=NN2C(C(N(CC2)CC=2C(=NC=CC2)C)=O)=C1C1CC1 3-Cyclopropyl-5-(2-methylpyridin-3-ylmethyl)-4-oxo-4,5,6,7-tetrahydropyrazolo[1,5-a]pyrazine-2-carboxylic acid (5-ethyl-[1,3,4]thiadiazol-2-yl) amide